OCCCCC#CC=1C=C2CN(C(C2=CC1)=O)C1C(NC(CC1)=O)=O 3-(5-(6-hydroxyhex-1-yn-1-yl)-1-oxoisoindolin-2-yl)piperidine-2,6-dione